C(C)(C)(C)C1N=C(C=2N(C1)N=C(C2I)C2=CC=C(C=C2)F)C tert-butyl-(4RS)-2-(4-fluorophenyl)-3-iodo-4-methyl-6,7-dihydropyrazolo[1,5-a]pyrazine